FC1=C(C(=CC=C1)F)C1=CC=C(C=C1)[C@H](CO)NC(=O)[C@H]1N(C[C@@H](C1)O)C([C@H](C(C)(C)C)NC(OC(C)(C)C)=O)=O tert-butyl ((S)-1-((2S,4R)-2-(((R)-1-(2',6'-difluoro-[1,1'-biphenyl]-4-yl)-2-hydroxyethyl)carbamoyl)-4-hydroxypyrrolidin-1-yl)-3,3-dimethyl-1-oxobutan-2-yl)carbamate